FC1=C(C(=C(C(=C1C(=O)O)F)F)F)F.NO hydroxylamine pentafluorobenzoate